C(C)N(C1=NC(=NN1C1=CC=C(C=C1)OC(F)(F)F)C1=C(C=O)C=CC=C1)CC [5-(diethylamino)-1-[4-(trifluoromethoxy)phenyl]-1,2,4-triazol-3-yl]benzaldehyde